C1=CC(=CN=C1)C#N The molecule is a nitrile that is pyridine substituted by a cyano group at position 3. It is a nitrile and a member of pyridines. It derives from a pyridine.